COC(C1CCN(CC1)C1=C(C=C(C=C1)C1CCOC2=CC(=CC=C12)O)F)OC 4-(4-(4-(dimethoxymethyl)piperidin-1-yl)-3-fluorophenyl)chroman-7-ol